methyl 7-(((S)-1-((2S,4R)-2-(((R)-2-((tert-butyldimethylsilyl)oxy)-1-(4-ethynylphenyl)ethyl)carbamoyl)-4-hydroxypyrrolidin-1-yl)-3,3-dimethyl-1-oxobutan-2-yl)amino)-7-oxoheptanoate [Si](C)(C)(C(C)(C)C)OC[C@@H](C1=CC=C(C=C1)C#C)NC(=O)[C@H]1N(C[C@@H](C1)O)C([C@H](C(C)(C)C)NC(CCCCCC(=O)OC)=O)=O